5-(methoxycarbonyl)-1-methyl-1H-pyridine COC(=O)C=1C=CCN(C1)C